C1OCC12CCN(CC2)C[C@H]2CSC=1C(=C(C=C3C(=NC(N2C13)=O)N1[C@H](CNCC1)C)Cl)C1=CC=C(C=C1)F (S)-3-(2-oxa-7-azaspiro[3.5]nonan-7-ylmethyl)-9-chloro-10-(4-fluorophenyl)-7-((S)-2-methylpiperazin-1-yl)-2H-[1,4]thiazino[2,3,4-ij]quinazolin-5(3H)-one